O1C2=C(OCCC1)C=C(C=C2)C2=NN(C(C=C2)=O)CC(=O)N[C@H](C)C2=CC=C(C=C2)F (R)-2-(3-(3,4-dihydro-2H-benzo[b][1,4]dioxepin-7-yl)-6-oxopyridazin-1(6H)-yl)-N-(1-(4-fluorophenyl)ethyl)acetamide